CC1=C(CN2CC3=C(CC2)C(=C(S3)NC(=O)NCCCCN3CCCC3)C(=O)N)C=CC=C1 6-(2-methylbenzyl)-2-{3-[4-(pyrrolidin-1-yl)butyl]ureido}-4,5,6,7-tetrahydrothieno[2,3-c]pyridine-3-carboxamide